C1(CCCCC1)CC1(CC=C(C=C1)N)N 4-(Cyclohexylmethyl)benzene-1,4-diamine